CC1(CCN(CC1)C1=CC=C(C=C1)N1C(C(C2=CC(=C(C(=C12)F)O)F)=O)=O)C 1-(4-(4,4-Dimethylpiperidin-1-yl)phenyl)-5,7-difluoro-6-hydroxyindoline-2,3-dione